C(C)(C)(C)OC(=O)N[C@H](C(=O)N[C@H](C(=O)OC(=C)N(S(=O)(=O)C1=CC=C(C=C1)C)C)[C@H](CC)C)CCCN1C(=NC=C1)[N+](=O)[O-] 1-(N-methyl-4-methylbenzenesulfonamido)ethenyl (2S,3S)-2-[(2S)-2-{[(tert-butoxy)carbonyl]amino}-5-(2-nitro-1H-imidazol-1-yl)pentanamido]-3-methylpentanoate